N1NC(C=C1)=C1C(=NN=C1)C#N 2H-[3,4'-bipyrazole]-3'-carbonitrile